OC[C@H](C)NC(=O)C=1C(N(N=C(C1)C1=CC=C(C=C1)C(F)(F)F)C=1C=NSC1)=O N-[(2S)-1-hydroxypropan-2-yl]-3-oxo-2-(1,2-thiazol-4-yl)-6-[4-(trifluoromethyl)phenyl]-2,3-dihydropyridazine-4-carboxamide